O=C1NC2=C(N1)C=CC=C2 2-oxo-2,3-dihydro-1H-benzo[d]imidazol